Tert-butyl ((1r,3r)-3-(4-(2-(4-((6-bromo-3-fluoropyridin-2-yl)oxy)phenyl)propan-2-yl)benzeneOxy)cyclobutyl)carbamate BrC1=CC=C(C(=N1)OC1=CC=C(C=C1)C(C)(C)C1=CC=C(C=C1)OC1CC(C1)NC(OC(C)(C)C)=O)F